1,3-diisopropenyl-(diisopropenyl)benzene C(=C)(C)C1=CC(=C(C=C1C(=C)C)C(=C)C)C(=C)C